C(C)(C)(C)C=1C=C(C=C(C1O)C(C)(C)C)CCC(=O)OCC(C(=O)Cl)(C)C 2-(((3-(3,5-di-tert-butyl-4-hydroxyphenyl)propionyl)oxy)methyl)-2-methylpropanoyl chloride